1-((2'-(N-(4-chloro-5-methylisoxazol-3-yl)sulfamoyl)-2-(ethoxymethyl)-[1,1'-biphenyl]-4-yl)methyl)-4-ethyl-2-propyl-1H-imidazole-5-carboxylic acid ClC=1C(=NOC1C)NS(=O)(=O)C1=C(C=CC=C1)C1=C(C=C(C=C1)CN1C(=NC(=C1C(=O)O)CC)CCC)COCC